FC(C1CC(C1)NC(=O)NCC1=CC(=CC=C1)OCC(F)(F)F)F 1-(3-difluoromethyl-cyclobutyl)-3-[3-(2,2,2-trifluoro-ethoxy)-benzyl]-urea